3-[7,7-dimethyl-5-oxo-6-(oxolan-3-yl)pyrrolo[3,4-b]pyridin-2-yl]-1H-indole-7-carbonitrile CC1(N(C(C=2C1=NC(=CC2)C2=CNC1=C(C=CC=C21)C#N)=O)C2COCC2)C